1-(4-chlorobenzyl)-3-(6-((pyridin-3-ylsulfonyl)methyl)spiro[3.3]heptan-2-yl)urea ClC1=CC=C(CNC(=O)NC2CC3(C2)CC(C3)CS(=O)(=O)C=3C=NC=CC3)C=C1